tri-(4-formylphenoxy)-1,3,5-triazine C(=O)C1=CC=C(OC2=NC(=NC(=N2)OC2=CC=C(C=C2)C=O)OC2=CC=C(C=C2)C=O)C=C1